COC=1N=CC(=NC1)N 5-methoxy-pyrazin-2-amine